1-methyl-4-(4-{[1-methyl-4-(2-methylpyridin-4-yl)-1H-pyrazol-3-yl]methoxy}phenyl)-1H-benzimidazole CN1C=NC2=C1C=CC=C2C2=CC=C(C=C2)OCC2=NN(C=C2C2=CC(=NC=C2)C)C